1-methyl-N-[(4-pyridin-3-yl-2-{[3-(trifluoromethyl)phenyl]Amino}-1,3-thiazol-5-yl)methyl]Piperidine-4-carboxamide CN1CCC(CC1)C(=O)NCC1=C(N=C(S1)NC1=CC(=CC=C1)C(F)(F)F)C=1C=NC=CC1